3-(2-((S)-3-hydroxypyrrolidin-1-yl)ethyl)urea O[C@@H]1CN(CC1)CCNC(N)=O